5-chloro-N-(2,4-difluoro-3-(8-methoxy-2-((1-methylpiperidin-4-yl)amino)quinazolin-6-yl)phenyl)-3-hydroxy-2,3-dihydrobenzofuran-7-sulfonamide ClC=1C=C(C2=C(C(CO2)O)C1)S(=O)(=O)NC1=C(C(=C(C=C1)F)C=1C=C2C=NC(=NC2=C(C1)OC)NC1CCN(CC1)C)F